C(CCCCCCCCCCCCCCCCC)OC1=CC=C(N)C=C1 4-octadecyloxyaniline